2-(2,6-dioxopiperidin-3-yl)-5-((3-(trans-3-(3-methyl-4-(5-(4-methylpiperazin-1-yl)quinoxalin-2-yl)-1H-pyrazol-1-yl)cyclobutyl)propyl)amino)isoindoline-1,3-dione O=C1NC(CCC1N1C(C2=CC=C(C=C2C1=O)NCCC[C@@H]1C[C@H](C1)N1N=C(C(=C1)C1=NC2=CC=CC(=C2N=C1)N1CCN(CC1)C)C)=O)=O